1-(methoxymethyl)cyclopropyl-maleimide COCC1(CC1)C=1C(=O)NC(C1)=O